[(2S)-1-(4-{[(3-chloro-4-methoxyphenyl)methyl]amino}-5-{[(pyrimidin-2-yl) methyl]carbamoyl}pyrimidin-2-yl)pyrrolidin-2-yl]methyl 6-(nitrooxy)hexanoate [N+](=O)([O-])OCCCCCC(=O)OC[C@H]1N(CCC1)C1=NC=C(C(=N1)NCC1=CC(=C(C=C1)OC)Cl)C(NCC1=NC=CC=N1)=O